tert-butyl (S)-(4-chloro-3-oxobutan-2-yl)carbamate ClCC([C@H](C)NC(OC(C)(C)C)=O)=O